ClC1=C(C=NN1C)NC=1N=CC2=C(N1)N(C=C2C(F)(F)F)C N-(5-chloro-1-methyl-1H-pyrazol-4-yl)-7-methyl-5-(trifluoromethyl)-7H-pyrrolo[2,3-d]pyrimidin-2-amine